P(O)(=O)(OP(=O)(O)OP(=O)(O)O)OC[C@@H]1[C@H]([C@H]([C@@H](O1)N1C=NC=2C(=O)NC(N)=NC12)O)O guanosine-5'-triphosphate